N1=CN=CC2=C1N1C=CC(=C1CC2)C(=O)N 5,6-dihydropyrimido[4,5-e]indolizine-7-carboxamide